5-bromo-N-(1-cyclopropyl-propyl)-4-(difluoromethyl)pyridin-2-amine BrC=1C(=CC(=NC1)NC(CC)C1CC1)C(F)F